CC1=C(C=CC(=C1CC=1N(C2=CC(=CC(=C2C1)C)C(F)(F)F)S(=O)(=O)C1=CC=CC=C1)C)C(=O)N1CCOCC1 (2,4-dimethyl-3-((4-methyl-1-(phenyl-sulfonyl)-6-(trifluoromethyl)-1H-indol-2-yl)methyl)phenyl)(morpholino)methanone